[Ag].[Cr] chromium-silver